3-(benzylamino)-4-(cyclohexylamino)-N-(2-morpholinoethyl)benzenesulfonamide 4,4-difluorobut-3-en-1-yl-2-(4-chloro-1H-pyrazol-1-yl)acetate FC(=CCCOC(CN1N=CC(=C1)Cl)=O)F.C(C1=CC=CC=C1)NC=1C=C(C=CC1NC1CCCCC1)S(=O)(=O)NCCN1CCOCC1